3-Mercaptopropylethyldiethoxysilane SCCC[Si](OCC)(OCC)CC